FC1=C(C=C(C=C1)OC1=NC(=CC=C1)N1CCOCC1)O 2-fluoro-5-{[6-(morpholin-4-yl)pyridin-2-yl]oxy}phenol